Cl.NC(CO)C1=C(C=C(C=C1C)Br)C 2-amino-2-(4-bromo-2,6-dimethylphenyl)ethan-1-ol hydrochloride